o-Methylbenzoyl peroxide CC1=C(C(=O)OOC(C2=C(C=CC=C2)C)=O)C=CC=C1